2-(2,4-dihydroxyphenyl)-3,5,7-trihydroxy-4H-chromen-4-one oxime OC1=C(C=CC(=C1)O)C=1OC2=CC(=CC(=C2C(C1O)=NO)O)O